N-(3,5-Dimethoxyphenyl)benzo[d]isothiazol-3-amine COC=1C=C(C=C(C1)OC)NC1=NSC2=C1C=CC=C2